2-[(4-chloro-1,3-dimethyl-1H-pyrazol-5-yl)carbonyl]-N-{(1S)-1-cyano-2-[(3S)-2-oxopyrrolidin-3-yl]ethyl}-L-leucinamide ClC=1C(=NN(C1C(=O)[C@](N)(CC(C)C)C(=O)N[C@@H](C[C@H]1C(NCC1)=O)C#N)C)C